FC1CC(N(C1)C(CN1CCC(CC1)NC1=C2C=C(C=NC2=CC=C1)C)=O)C#N 4-fluoro-1-(2-(4-((3-methylquinolin-5-yl)amino)piperidin-1-yl)acetyl)pyrrolidine-2-carbonitrile